4-(2,5-dichlorophenyl)-2-(2-thienyl)imidazole ClC1=C(C=C(C=C1)Cl)C=1N=C(NC1)C=1SC=CC1